ONC(CCCC/C=C(/C(=O)NCCC1=CC=C(C=C1)OC)\COC1=CC=CC2=CC=CC=C12)=O (E)-N8-hydroxy-N1-(4-methoxyphenylethyl)-2-((naphthalen-1-yloxy)methyl)-2-octenediamide